6-methoxypyridine-2,3-dicarboxylic acid COC1=CC=C(C(=N1)C(=O)O)C(=O)O